ClC1=CC=C2C(=N1)N=C(O2)N2CCN(CC2)C(=O)C2=CC=C(C=C2)C=2N=NN(C2)CC2COC2 [4-(5-chloro-[1,3]oxazolo[4,5-b]pyridin-2-yl)piperazin-1-yl]-[4-[1-(oxetan-3-ylmethyl)triazol-4-yl]phenyl]methanone